O=C1NC(CCC1N1C(C2=CC=CC(=C2C1=O)NCCCCCCC(=O)NCCC1CN(CC1)CC1=NC2=C(N1)C=CC(=C2)NC(=O)C=2C=C1C=NN(C1=CC2)C)=O)=O N-(2-((3-(2-(7-((2-(2,6-dioxopiperidin-3-yl)-1,3-dioxoisoindolin-4-yl)amino)heptanamido)ethyl)pyrrolidin-1-yl)methyl)-1H-benzo[d]imidazol-5-yl)-1-methyl-1H-indazole-5-carboxamide